C[C@H]1CCC(N(C1)C(C(=O)O)=O)C=1C=CC2=C(OC3(CC3)C(N2)=O)C1 2-((5S)-5-methyl-2-(3-oxo-3,4-dihydrospiro[benzo[b][1,4]oxazin-2,1'-cyclopropan]-7-yl)piperidin-1-yl)-2-oxoacetic acid